N-[(1R,5S)-3-[(4-Chlorophenyl)methyl]-3-azabicyclo[3.1.0]hexan-6-yl]prop-2-enamide ClC1=CC=C(C=C1)CN1C[C@@H]2C([C@@H]2C1)NC(C=C)=O